C1(CCCC1)NC1=C2C(=NC(=N1)CCCO)N(N=C2)[C@H]2[C@@H]([C@@H]([C@H](O2)COC(CO)(C)P(O)(O)=O)O)O (2-(((2R,3S,4R,5R)-5-(4-(cyclopentylamino)-6-(3-hydroxypropyl)-1H-pyrazolo[3,4-d]pyrimidin-1-yl)-3,4-dihydroxytetrahydrofuran-2-yl)methoxy)-1-hydroxypropan-2-yl)phosphonic acid